(R)-2-(3-fluoro-1-(1-phenylethyl)-1H-pyrazol-5-yl)-2,2-dimethoxyethan-1-ol FC1=NN(C(=C1)C(CO)(OC)OC)[C@H](C)C1=CC=CC=C1